N-(4-(5-chloropyridin-3-yl)phenyl)-2-(2-(cyclopropanesulfonamido)thiazol-4-yl)butanamide ClC=1C=C(C=NC1)C1=CC=C(C=C1)NC(C(CC)C=1N=C(SC1)NS(=O)(=O)C1CC1)=O